thiabutane SCCC